dicyclohexylnaphthalenedicarboxamide C1(CCCCC1)C=1C(=C(C(=C2C=CC=CC12)C(=O)N)C(=O)N)C1CCCCC1